ClC1=C(C=C2C[C@@H]([C@H](N3C2=C1C=C3)C)N(C)C)F (4R,5S)-9-chloro-8-fluoro-N,N,4-trimethyl-5,6-dihydro-4H-pyrrolo[3,2,1-ij]quinolin-5-amine